OC(COC1=C(C=CC=C1)O)C 2-hydroxypropoxyphenol